4-chloro-1-(tetrahydro-2H-pyran-2-yl)-5-vinyl-1H-indazole ClC1=C2C=NN(C2=CC=C1C=C)C1OCCCC1